FC(C(F)F)(F)CC(C(F)F)(F)F 1,1,2,2-tetrafluoroethyl-2,2,3,3-Tetrafluoropropane